FC(CS(=O)(=O)[O-])(F)F 2,2,2-trifluoroethanesulphonate